NC=1N=CN(C(C1C(=O)OC)=O)C1=C(C=C(C=C1C)CCF)C methyl 4-amino-1-(4-(2-fluoroethyl)-2,6-dimethylphenyl)-6-oxo-1,6-dihydropyrimidine-5-carboxylate